S(=O)(=O)([O-])OOS(=O)(=O)[O-].[Al+3].S(=O)(=O)([O-])OOS(=O)(=O)[O-].S(=O)(=O)([O-])OOS(=O)(=O)[O-].[Al+3] Aluminium persulfat